C1(=CC=CC=C1)C(CC(O)C1=CC=C(C=C1)OC)=O 1-phenyl-3-(4-methoxyphenyl)-3-hydroxy-1-propanone